C(C)(C)(C)NC(C(=O)N1CC2(CC1C(=O)N[C@@H](C[C@H]1C(NCC1)=O)C(COC(F)(F)F)=O)CCOCC2)=O 2-(2-(tert-butylamino)-2-oxoacetyl)-N-((S)-3-oxo-1-((S)-2-oxopyrrolidin-3-yl)-4-(trifluoromethoxy)butan-2-yl)-8-oxa-2-azaspiro[4.5]decane-3-carboxamide